Aminocyclohexen-1-on NC=1C(CCCC1)=O